C1(CC1)C1=C(C(=NO1)C1=C(C=NC=C1Cl)Cl)/C=C/C1C2CN(CC12)C=1C=C2C(=CC(=NC2=CC1)C(=O)O)OC (E)-6-(6-(2-(5-cyclopropyl-3-(3,5-dichloropyridin-4-yl)isoxazol-4-yl)vinyl)-3-azabicyclo[3.1.0]hex-3-yl)-4-methoxyquinoline-2-carboxylic acid